6-chloro-1-methyl-4-[4-(5-methyl-1,3-benzoxazol-2-yl)piperidin-1-yl]-2-oxo-7-[(oxolan-3-yl)methoxy]-1,2-dihydroquinoline-3-carboxamide ClC=1C=C2C(=C(C(N(C2=CC1OCC1COCC1)C)=O)C(=O)N)N1CCC(CC1)C=1OC2=C(N1)C=C(C=C2)C